C(C)(C)(C)OC(=O)N1CCN(CC1)C1=NC(=C(C=C1)N)N 4-(5,6-diaminopyridin-2-yl)piperazine-1-carboxylic acid tert-butyl ester